2,5-ditert.butyl-hydroquinone tert-Butyl-(1-(2-((R,R)-dispiro[adamantane-2,3'-[1,2,4]trioxolane-5',1''-cyclohexan]-3''-yl)acetyl)piperidin-4-yl)carbamate C(C)(C)(C)N(C(O)=O)C1CCN(CC1)C(C[C@H]1C[C@]2(CCC1)OC1(OO2)C2CC3CC(CC1C3)C2)=O.C(C)(C)(C)C2=C(O)C=C(C(=C2)O)C(C)(C)C